C(#N)[C@H]1N(CC(C1)(F)F)C(CC(=O)NC1=CC=C(C=C1)C)=O (S)-3-(2-cyano-4,4-difluoropyrrolidin-1-yl)-3-oxo-N-(p-tolyl)propionamide